(S)-4-((S)-10-propenoyl-2,4-difluoro-14-oxo-8,8a,9,10,11,12-hexahydro-7H,14H-pyrazino[1',2':5,6][1,5]diazocino[3,2,1-hi]indol-3-yl)-2-amino-7-fluorobenzo[b]thiophene-3-carbonitrile C(C=C)(=O)N1C[C@H]2N(C(C=3C=C(C(=C4C(=CN(C34)CC2)F)C2=CC=C(C=3SC(=C(C32)C#N)N)F)F)=O)CC1